COP(=O)(OC)O.C(C=C)(=O)O acrylic acid dimethyl-phosphate